CC=1C=2N(C=C(N1)C)N=C(C2)N2N=C1C(=CC(=CC1=C2)N2CCN(CC2)C(=O)OC(C)(C)C)F tert-butyl 4-[2-(4,6-dimethylpyrazolo[1,5-a]pyrazin-2-yl)-7-fluoro-indazol-5-yl]piperazine-1-carboxylate